[Co]=O.[Ir] iridium-cobalt-oxide